(2S,4r)-1-[(2S)-2-(4-cyclopropyl-triazol-1-yl)-3,3-dimethyl-butyryl]-4-hydroxy-N-[2-oxo-2-(thiazol-2-ylamino)ethyl]pyrrolidine-2-carboxamide C1(CC1)C=1N=NN(C1)[C@H](C(=O)N1[C@@H](C[C@H](C1)O)C(=O)NCC(NC=1SC=CN1)=O)C(C)(C)C